OC=1C(=C(C(=CC1)C)NC(=O)C1=CN=C(S1)NC1=CC(=NN1C)C(=O)O)C 5-[[5-[(3-hydroxy-2,6-dimethyl-phenyl)carbamoyl]thiazol-2-yl]amino]-1-methyl-pyrazole-3-carboxylic acid